OC(CCCC)CCCCCC 5-hydroxy-undecane